(2R)-1-[5-chloro-6-oxo-2-(4-pyridinyl)-1H-pyrimidin-4-yl]pyrrolidine-2-carboxamide ClC1=C(N=C(NC1=O)C1=CC=NC=C1)N1[C@H](CCC1)C(=O)N